C12COCC(N1[C@H]1CCC3=C(CC1)C=C(C=C3)C=3C=C1C(=NC3)NN=C1C1=CC=C(C=C1)C1=NC=CC=C1C#N)C2 2-(4-{5-[(7S)-7-{3-Oxa-6-azabicyclo[3.1.1]heptan-6-yl}-6,7,8,9-tetrahydro-5H-benzo[7]annulen-2-yl]-1H-pyrazolo[3,4-b]pyridin-3-yl}phenyl)pyridine-3-carbonitrile